tert-butyl (S)-4-(3-bromo-6-methoxy-5-(trifluoromethyl)pyridine-2-yl)-3-(methylcarbamoyl)piperazine-1-carboxylate BrC=1C(=NC(=C(C1)C(F)(F)F)OC)N1[C@@H](CN(CC1)C(=O)OC(C)(C)C)C(NC)=O